C1(CC1)[C@](C(=O)N1CCOC2=C(C1)C=NC=C2C#N)(C(F)F)C |r| Racemic-4-(2-cyclopropyl-3,3-difluoro-2-methyl-propanoyl)-3,5-dihydro-2H-pyrido[3,4-f][1,4]oxazepine-9-carbonitrile